amyl benzenesulfonate C1(=CC=CC=C1)S(=O)(=O)OCCCCC